3-(tert-butoxycarbonylamino)benzaldehyde C(C)(C)(C)OC(=O)NC=1C=C(C=O)C=CC1